calcium-magnesium carbonate hydrate O.C([O-])([O-])=O.[Mg+2].[Ca+2].C([O-])([O-])=O